(2S,4R)-1-[(2S)-2-(4-cyclopropyltriazol-1-yl)-3,3-dimethyl-butanoyl]-4-hydroxy-N-[[3-(1-methylimidazol-2-yl)phenyl]methyl]pyrrolidine-2-carboxamide C1(CC1)C=1N=NN(C1)[C@H](C(=O)N1[C@@H](C[C@H](C1)O)C(=O)NCC1=CC(=CC=C1)C=1N(C=CN1)C)C(C)(C)C